C(C)OC(=O)C1(CC=CC1)C1=CN=CN1C 1-methyl-1H-imidazol-5-yl-cyclopent-3-ene-1-carboxylic acid ethyl ester